2-(4,4-difluoro-5-methyl-3-piperidyl)-N,N-dimethyl-ethanamine FC1(C(CNCC1C)CCN(C)C)F